N-(8,9-difluoro-3,3-dioxido-6-oxo-1,4,5,6-tetrahydro-2H-thiopyrano[3,4-c]isoquinolin-1-yl)-8-fluoro-N-methylindolizine-2-carboxamide FC=1C(=CC=2C3=C(NC(C2C1)=O)CS(CC3N(C(=O)C=3C=C1C(=CC=CN1C3)F)C)(=O)=O)F